O[C@H]1[C@H](CCC1)NC1=NN=C(C2=CC=CC=C12)C1=C(C=C(C=C1)C(F)(F)F)O 2-[4-[[(1S,2R)-2-hydroxycyclopentyl]amino]phthalazin-1-yl]-5-(trifluoromethyl)phenol